2-(3-ethoxy-5-((1r,3r)-3-methoxy-1-(4-methyl-4H-1,2,4-triazol-3-yl)cyclobutyl)phenyl)-6-(((1-methylcyclobutyl)amino)methyl)-4-(trifluoromethyl)isoindolin-1-one C(C)OC=1C=C(C=C(C1)C1(CC(C1)OC)C1=NN=CN1C)N1C(C2=CC(=CC(=C2C1)C(F)(F)F)CNC1(CCC1)C)=O